C1CNC[C@@H]2N1C1=C(OC2)C=C(C=C1)N ((S)-1,2,3,4,4a,5-hexahydrobenzo[b]pyrazino[1,2-d][1,4]oxazin-8-yl)amine